2-(3-Formyl-2,5-dimethyl-1H-pyrrol-1-yl)-5-isopropylthiophene-3-carbonitrile C(=O)C1=C(N(C(=C1)C)C=1SC(=CC1C#N)C(C)C)C